OC(=O)C(F)(F)F.C(N)(=O)C1=CC(=NC=C1)N1CCC(CC1)C(=O)O 1-(4-carbamoyl-2-pyridyl)piperidine-4-carboxylic acid TFA salt